[4-[(4-chloro-2-methoxy-benzyl)-methyl-amino]piperidino]-[6-(5-cyclopropyl-4H-1,2,4-triazol-3-yl)-2-azaspiro[3.3]heptan-2-yl]methanone ClC1=CC(=C(CN(C2CCN(CC2)C(=O)N2CC3(C2)CC(C3)C3=NN=C(N3)C3CC3)C)C=C1)OC